C(C)(=O)N1C(CCCC1)C#CC=1C=CC(=C(C1)N1C=C(C(=CC1=O)C(F)(F)F)C(=O)N)N1C[C@@H](N(CC1)C)C (5-((1-acetylpiperidin-2-yl)ethynyl)-2-((S)-3,4-dimethylpiperazin-1-yl)phenyl)-6-oxo-4-(trifluoromethyl)-1,6-dihydropyridine-3-carboxamide